2-(2-methoxyethoxy)ethyl((S)-1-(((S)-1-amino-1-oxo-3-((S)-2-oxopyrrolidin-3-yl)propan-2-yl)amino)-3-cyclopropyl-1-oxopropan-2-yl)carbamate COCCOCCN(C([O-])=O)[C@H](C(=O)N[C@H](C(=O)N)C[C@H]1C(NCC1)=O)CC1CC1